2-bromo-6-(2-(2-chloroethoxy)ethoxy)pyridine BrC1=NC(=CC=C1)OCCOCCCl